3-(5-amino-8-(1-methyl-6-oxo-1,6-dihydropyridazin-3-yl)-2-(pyridin-2-ylamino)-[1,2,4]triazolo[1,5-c]pyrimidin-7-yl)benzonitrile NC1=NC(=C(C=2N1N=C(N2)NC2=NC=CC=C2)C2=NN(C(C=C2)=O)C)C=2C=C(C#N)C=CC2